C(C)(C)C1=CC=CC(=N1)CN[C@@H]1[C@H](CCCC1)NC=1C=CC=C2C=CC(=NC12)C (1S,2S)-N1-((6-isopropylpyridin-2-yl)methyl)-N2-(2-methylquinolin-8-yl)cyclohexane-1,2-diamine